N1(CCN(CC1)C(=O)OC1=C(C=2C(=C3C(=NC2C=C1F)C1=CC2=C(C(N1C3)=O)COC([C@]2(O)CC)=O)C)C)C(=O)OC(C)(C)C (S)-1-tert-butyl 4-(4-ethyl-8-fluoro-4-hydroxy-10,11-dimethyl-3,14-dioxo-3,4,12,14-tetrahydro-1H-pyrano[3',4':6,7]indolizino[1,2-b]quinolin-9-yl) piperazine-1,4-dicarboxylate